(S)-6-((1-((3-Aminopyrrolidin-1-yl)sulfonyl)cyclopropyl)methyl)-N-(4-cyanobenzyl)-1-methyl-7-oxo-4,5,6,7-tetrahydro-1H-pyrazolo[3,4-c]pyridine-3-carboxamide N[C@@H]1CN(CC1)S(=O)(=O)C1(CC1)CN1C(C2=C(CC1)C(=NN2C)C(=O)NCC2=CC=C(C=C2)C#N)=O